2-methylnaphthalen-1-ol CC1=C(C2=CC=CC=C2C=C1)O